methyl 3-bromo-6-(tetrahydro-2H-pyran-2-yl)-6H-thieno[2,3-e]indazole-2-carboxylate BrC1=C(SC2=C3C=NN(C3=CC=C21)C2OCCCC2)C(=O)OC